4-chloro-8-(2,4-dimethoxybenzyl)-5-methyl-7,8-dihydro-pteridin-6(5H)-one ClC1=NC=NC=2N(CC(N(C12)C)=O)CC1=C(C=C(C=C1)OC)OC